3-(4-chloro-1H-pyrazol-1-yl)-4-methoxyphenol ClC=1C=NN(C1)C=1C=C(C=CC1OC)O